3-(5-bromo-3-ethylsulfonyl-2-pyridyl)-7-(trifluoromethyl)-chromen-4-one BrC=1C=C(C(=NC1)C1=COC2=CC(=CC=C2C1=O)C(F)(F)F)S(=O)(=O)CC